C12CNCC(CC1)N2C(=O)OC2=C(C=1C=C3C(=NC1C=C2)C2=CC1=C(C(N2C3)=O)COC([C@]1(O)CC)=O)CN(C)C (S)-10-((dimethylamino)methyl)-4-ethyl-4-hydroxy-3,14-dioxo-3,4,12,14-tetrahydro-1H-pyrano[3',4':6,7]indolizino[1,2-b]quinolin-9-yl 3,8-diazabicyclo[3.2.1]octane-8-carboxylate